BrC1=CC(=C(C(=O)O)C(=C1)OC)NCC1=C(C=C(C=C1)OC)OC 4-bromo-2-((2,4-dimethoxybenzyl)amino)-6-methoxybenzoic acid